N-(4-((2-(2-fluoroprop-2-yl)-6-methylpyrimidin-4-yl)amino)-5-(pyrazolo[1,5-a]pyrimidin-5-yl)pyridin-2-yl)acetamide FC(C)(C)C1=NC(=CC(=N1)NC1=CC(=NC=C1C1=NC=2N(C=C1)N=CC2)NC(C)=O)C